(R)-(4-(benzo[d]oxazol-2-yl)-4,6-dihydropyrrolo[3,4-d]imidazol-5(1H)-yl)(4-(difluoromethyl)oxazol-5-yl)methanone O1C(=NC2=C1C=CC=C2)[C@@H]2N(CC=1NC=NC12)C(=O)C1=C(N=CO1)C(F)F